ClC1=CC=C(C=C1)C=1C=C(C(=O)NC(C)(C)C2CC2)C=C(C1)[N+](=O)[O-] 3-(4-chlorophenyl)-N-(2-cyclopropyl-propan-2-yl)-5-nitrobenzamide